FS(C1=CC=C(NC2=NC=CC=C2C2=CC=C(C(=O)N)C=C2)C=C1)(F)(F)(F)F 4-[2-[4-(pentafluorosulfanyl)anilino]-3-pyridyl]benzamide